F[C@@H](NC(=O)N)[C@]1(CN(CC1)C(C)(C)C=1C=NC(=CC1)C)CCC=1SC(=CC1)F |o1:6| 1-((R)-fluoro((R or S)-3-(2-(5-fluorothiophen-2-yl)ethyl)-1-(2-(6-methylpyridin-3-yl)propan-2-yl)pyrrolidin-3-yl)methyl)urea